ethyl 5-(N-(2-(((tert-butoxycarbonyl) (furan-2-ylmethyl) amino) methyl)-4-chlorophenyl)-N-ethylsulfamoyl)-3-methylbenzofuran-2-carboxylate C(C)(C)(C)OC(=O)N(CC=1OC=CC1)CC1=C(C=CC(=C1)Cl)N(S(=O)(=O)C=1C=CC2=C(C(=C(O2)C(=O)OCC)C)C1)CC